(2S,3R)-1-(Benzyloxycarbonyl)-5,5-difluoro-3-methylpiperidine-2-carboxylic acid C(C1=CC=CC=C1)OC(=O)N1[C@@H]([C@@H](CC(C1)(F)F)C)C(=O)O